5-(3-isopropyl-5-(piperidin-4-yl)-1H-indol-2-yl)-1,4-dimethylpyridin-2(1H)-one C(C)(C)C1=C(NC2=CC=C(C=C12)C1CCNCC1)C=1C(=CC(N(C1)C)=O)C